CN(C)CC1=CC=C(C=C1)S(=O)(=O)NC(CC1=C(C=C(C=C1C(C)C)N1N=CC2=CC=CC=C12)C(C)C)=O N-{4-[(dimethylamino)methyl]benzene-sulfonyl}-2-[4-(1H-indazol-1-yl)-2,6-bis(propan-2-yl)phenyl]acetamide